COCOC1=C(C=CC=C1)C1=CC(=C(N=N1)N)N1CC2(C1)CNC2 6-(2-(methoxymethoxy)phenyl)-4-(2,6-diazaspiro[3.3]heptane-2-yl)pyridazin-3-amine